C(C1=CC=CC=C1)OC=1C(=C(C(=NC1C)NC(OCCCl)=O)C)C 2-chloroethyl (5-benzyloxy-3,4,6-trimethylpyridin-2-yl)carbamate